1-(p-vinylbenzyl)-3-methylimidazolium C(=C)C1=CC=C(CN2C=[N+](C=C2)C)C=C1